FC=1C(=NC=CC1C)[C@@H](CCOC)N1C[C@@H](N([C@@H](C1)C)C(C(C)C)=O)C(=O)NCC1=CC=C(C=C1)C(C)C (2R,6R)-4-[(1R)-1-(3-fluoro-4-methylpyridin-2-yl)-3-methoxypropyl]-6-methyl-1-(2-methylpropanoyl)-N-{[4-(propan-2-yl)phenyl]methyl}piperazine-2-carboxamide